ClC1=CC(=C(C(=C1)C(C)C)NC(=O)NS(=O)(=O)C1=CC2=CC=CC=C2C=C1)C(C)C N-((4-chloro-2,6-diisopropylphenyl)carbamoyl)naphthalene-2-sulfonamide